ClC=1C=C(C=CC1F)C(C=1NC=C(N1)S(=O)(=O)N)NC1=NC(=C(C=C1)F)C(F)F 2-((3-chloro-4-fluorophenyl)((6-(difluoromethyl)-5-fluoropyridin-2-yl)amino)methyl)-1H-imidazole-4-sulfonamide